(R,E)-2-cyano-N-(1-(3,4-dimethoxyphenyl)ethyl)-3-(5-(3-((4-methylpiperazin-1-yl)methyl)phenyl)-1H-pyrrolo[2,3-b]pyridin-3-yl)acrylamide C(#N)/C(/C(=O)N[C@H](C)C1=CC(=C(C=C1)OC)OC)=C\C1=CNC2=NC=C(C=C21)C2=CC(=CC=C2)CN2CCN(CC2)C